BrC=1C=C2C3(CN(C2=CC1)C(=O)C=1C=C(C=CC1)S(=O)(=O)NC1COC1)CCC1(CC3)CC1 3-(5''-bromodispiro[cyclopropane-1,1'-cyclohexane-4',3''-indoline]-1''-carbonyl)-N-(oxetan-3-yl)benzenesulfonamide